FC1=C(\C=N\NC(=O)C2=NC(=CN=C2)C=2C=NC(=CC2)OCCC2CN(C2)C)C=C(C=C1)OC (E)-N'-(2-fluoro-5-methoxybenzylidene)-6-(6-(2-(1-methylazetidin-3-yl)ethoxy)pyridin-3-yl)pyrazine-2-carbohydrazide